2-(3-methylbut-3-en-1-yn-1-yl)tetrahydrofuran CC(C#CC1OCCC1)=C